3-(hexahydropyrrolo[1,2-a]pyrazin-2(1H)-yl)-2-nitroaniline C1C2N(CCN1C=1C(=C(N)C=CC1)[N+](=O)[O-])CCC2